1-di(t-butylperoxy)methylcyclododecane ethyl-2-[4-[(1S)-3-(3-bromo-2-methyl-phenoxy)-1-methyl-propyl]-1-piperidyl]acetate C(C)OC(CN1CCC(CC1)[C@H](CCOC1=C(C(=CC=C1)Br)C)C)=O.C(C)(C)(C)OOC(C1CCCCCCCCCCC1)OOC(C)(C)C